N1C=CC=2C1=NC=CC2C2=CC(=C(N2COCC[Si](C)(C)C)C2=CC=C(C=C2)OC(F)(F)F)C(=O)N 5-(1H-pyrrolo[2,3-b]pyridin-4-yl)-2-[4-(trifluoromethoxy)phenyl]-1-{[2-(trimethylsilyl)ethoxy]methyl}-1H-pyrrole-3-carboxamide